N-(8-(4,4-difluoropiperidin-1-yl)-[1,2,4]triazolo[1,5-a]pyrazin-6-yl)-4-iodo-2-(6-azaspiro[2.5]oct-6-yl)benzamide FC1(CCN(CC1)C=1C=2N(C=C(N1)NC(C1=C(C=C(C=C1)I)N1CCC3(CC3)CC1)=O)N=CN2)F